C(C=C)OC1CN(CCC1)C1=C(C(=O)O)C=CC(=C1)Cl 2-(3-(allyloxy)piperidin-1-yl)-4-chlorobenzoic acid